4-(1-methyl-1H-indazol-5-yl)isoindolin-1-one CN1N=CC2=CC(=CC=C12)C1=C2CNC(C2=CC=C1)=O